C(CC)NC(=O)C1=CC=CC(=N1)C(=O)O 6-(propylcarbamoyl)picolinic acid